4-amino-3,5,6-trichloropicolinic acid ammonium salt [NH4+].NC1=C(C(=NC(=C1Cl)Cl)C(=O)[O-])Cl